3-((tert-butyldimethylsilyloxy)cyclobutyl)-1-(5-chloro-3-fluoropyridin-2-yl)-4-(4-(trifluoromethyl)benzyl)piperazine-2,5-dione [Si](C)(C)(C(C)(C)C)OC1(CCC1)C1C(N(CC(N1CC1=CC=C(C=C1)C(F)(F)F)=O)C1=NC=C(C=C1F)Cl)=O